CN(C)CC1=CC=C2CCC(NC2=C1)=O 7-((dimethylamino)methyl)-3,4-dihydroquinolin-2(1H)-one